CC1=C(C=CC=C1C)CC(=O)NC1CCC(CC1)NC1=CC(=NC2=CC=C(C=C12)Cl)C(F)(F)F 2-(2,3-dimethylphenyl)-N-[(1s,4s)-4-{[6-chloro-2-(trifluoromethyl)quinolin-4-yl]amino}cyclohexyl]acetamide